3-((S)-(4-cyclohexyl-4H-1,2,4-triazol-3-yl)fluoromethyl)oxetan C1(CCCCC1)N1C(=NN=C1)[C@H](C1COC1)F